sodium trans-nitrite N(=O)[O-].[Na+]